CN1C(C(=C(C(=C1)C)[O-])NC(N[C@@H](CC(=O)[O-])C=1C=C(C=CC1)C1=CC=C(C=C1)C(F)(F)F)=O)=O.[Na+].[Na+] Natrium (S)-3-(3-(1,5-Dimethyl-4-oxido-2-oxo-1,2-dihydropyridin-3-yl)ureido)-3-(4'-(trifluoromethyl)biphenyl-3-yl)propanoat